4-((9-Hydroxy-8-methoxy-2,2-dimethyl-7-(3-methylbut-2-en-1-yl)-6-oxo-2H,6H-pyrano[3,2-b]xanthen-5-yl)oxy)butanoic acid OC1=CC=2OC=3C=C4C(=C(C3C(C2C(=C1OC)CC=C(C)C)=O)OCCCC(=O)O)C=CC(O4)(C)C